OC(CN1CCC(CC1)C(=O)OC)COC1=CC(=CC=C1)CN(CC1=CC(=NO1)C)C methyl 1-{2-hydroxy-3-[3-({methyl [(3-methyl-5-isoxazolyl)methyl]amino}methyl)phenoxy]propyl}-4-piperidinecarboxylate